COC(C(C)C=1C=NN(C1)C1=CC(=CC(=C1)F)Br)=O.OC(=CC(=O)C=1N=C2C(=NC1NCC1=CC=C(C=C1)OC)SC(=C2)C)CC 3-hydroxy-1-(3-((4-methoxybenzyl)amino)-6-methylthieno[2,3-b]pyrazin-2-yl)pent-2-en-1-one methyl-2-[1-(3-bromo-5-fluorophenyl)pyrazol-4-yl]propanoate